(±)-Naringenin O1[C@@H](CC(=O)C=2C(O)=CC(O)=CC12)C1=CC=C(O)C=C1 |r|